(1S,2S,3S,4S,6R)-6-hydroxy-3-(2-methylpyridin-4-yl)-N-(3-(trifluoromethyl)benzeneYl)-7-oxabicyclo[2.2.1]Heptane-2-carboxamide O[C@@H]1C[C@H]2[C@@H]([C@@H]([C@@H]1O2)C(=O)NC2=CC(=CC=C2)C(F)(F)F)C2=CC(=NC=C2)C